OC1=CC=C2C=CC=C(C2=C1O)C(=O)O 7,8-dihydroxynaphthoic acid